tert-butyl N-[2-[4-[6-(dimethylamino)pyridin-3-yl]phenyl]-1,3-benzothiazol-6-yl]-N-[2-[2-[2-[2-[2-(2-iodoethoxy)ethoxy]ethoxy]ethoxy]ethoxy]ethyl]carbamate CN(C1=CC=C(C=N1)C1=CC=C(C=C1)C=1SC2=C(N1)C=CC(=C2)N(C(OC(C)(C)C)=O)CCOCCOCCOCCOCCOCCI)C